Cl.C(C=1C(C(=O)O)=CC=CC1)(=O)N[C@@H](CS(=O)(O)=O)C(=O)N phthaloyl-cysteamide compound with hydrochloric acid